(R)-N-(amino(5-(2-hydroxypropan-2-yl)thiazol-2-yl)(oxo)-λ6-sulfaneylidene)-2-(3,5-diisopropyl-3',4'-dimethyl-[1,1'-biphenyl]-4-yl)acetamide N[S@](=NC(CC1=C(C=C(C=C1C(C)C)C1=CC(=C(C=C1)C)C)C(C)C)=O)(=O)C=1SC(=CN1)C(C)(C)O